COC(=O)C=1N(C=C(C(C1OC)=O)C(N[C@H](C)C1=CC=C(C=C1)F)=O)CC(O)O (R)-1-(2,2-dihydroxyethyl)-5-(1-(4-fluorophenyl)ethylcarbamoyl)-3-methoxy-4-oxo-1,4-dihydropyridine-2-carboxylic acid methyl ester